2-({2-[(4-{6-methoxyimidazo[1,5-a]pyridin-8-yl}-1H-1,2,3-triazol-1-yl)methyl]imidazo[1,2-a]pyridin-6-yl}methyl)-2-azaspiro[3.3]heptane COC=1C=C(C=2N(C1)C=NC2)C=2N=NN(C2)CC=2N=C1N(C=C(C=C1)CN1CC3(C1)CCC3)C2